CN(C1=CC=C(C=C1)C(=O)C1=CC=C(C=C1)N(C)C)C bis[4-dimethylaminophenyl]methanone